sucrose monocaprate CCCCCCCCCC(=O)OC[C@@H]1[C@H]([C@@H]([C@H]([C@H](O1)O[C@]2([C@H]([C@@H]([C@H](O2)CO)O)O)CO)O)O)O